ClC1=CC=C2C(=C1)NC(C21N(C(C=2N=C(N(C21)C(C)C)C2=C(C=CC(=C2)F)OC)=O)C2=C(C=CC(=C2)Cl)C)=O 6-chloro-5'-(5-chloro-2-methylphenyl)-2'-(5-fluoro-2-methoxyphenyl)-3'-isopropyl-3'H-spiro[indoline-3,4'-pyrrolo[3,4-d]imidazole]-2,6'(5'H)-dione